ClC1=CC(=C(C=C1)[C@@]1(OC2=C(O1)C=CC=C2C2CCN(CC2)CC2=NC1=C(N2C[C@H]2OCC2)C=CC(=C1F)C#N)C)F ((4-((S)-2-(4-chloro-2-fluorophenyl)-2-methylbenzo[d][1,3]dioxol-4-yl)piperidin-1-yl)methyl)-4-fluoro-1-(((S)-oxetan-2-yl)methyl)-1H-benzo[d]imidazole-5-carbonitrile